C1=CC=C2C(=C1)C=CC3=C2C4=C(C=C3)C=CC(=C4)O The molecule is a hydroxybenzo[c]phenanthrene that is benzo[c]phenanthrene in which the hydrogen at position 2 has been replaced by a hydroxy group. A metabolite of benzo[c]phenanthrene and a weak xenoestrogen. It has a role as a xenobiotic metabolite and a xenoestrogen.